C(CC(=O)[O-])(=O)O[C@@H]1C=CC2=CC=CC=C12 |r| racemic-indene-1-yl malonate